3-[(6R,8aS)-2-[4-chloro-2-(trifluoromethyl)phenyl]-6-ethyl-3-oxo-5,6,8,8a-tetrahydro-1H-imidazo[1,5-a]pyrazin-7-yl]-6-(2-ethoxyphenyl)pyridine-2-carbaldehyde ClC1=CC(=C(C=C1)N1C(N2[C@@H](CN([C@@H](C2)CC)C=2C(=NC(=CC2)C2=C(C=CC=C2)OCC)C=O)C1)=O)C(F)(F)F